CC=1C=C(C=CC1C(F)(F)F)C=1NC(C=2N(C1)N=C(C2C(F)(F)F)C(=O)O)=O 6-[3-Methyl-4-(trifluoromethyl)phenyl]-4-oxo-3-(trifluoromethyl)-4,5-dihydropyrazolo[1,5-a]-pyrazine-2-carboxylic acid